(R)-2-(8-(methyl(1-methylpiperidin-3-yl)amino)imidazo[1,2-d][1,2,4]triazin-5-yl)-5-(trifluoromethyl)phenol CN(C=1C=2N(C(=NN1)C1=C(C=C(C=C1)C(F)(F)F)O)C=CN2)[C@H]2CN(CCC2)C